C(C)(=O)OC1CC(N(C1)C(=O)OC(C)(C)C)C1=C(C=CC(=C1)Br)C tert-butyl 4-acetoxy-2-(5-bromo-2-methylphenyl)pyrrolidine-1-carboxylate